(5-(3-((8-chloro-[1,2,4]triazolo[4,3-a]quinazolin-5-yl)(methyl)amino)phenyl)pyridin-2-yl)propan-2-ol ClC1=CC=C2C(=NC=3N(C2=C1)C=NN3)N(C=3C=C(C=CC3)C=3C=CC(=NC3)CC(C)O)C